3-((Boc)amino)-4-formyl-1H-pyrrole-2-carboxylic acid ethyl ester C(C)OC(=O)C=1NC=C(C1NC(=O)OC(C)(C)C)C=O